6-pentyl-5,6-dihydropyran-2-one C(CCCC)C1CC=CC(O1)=O